C(C)OCC1(CCN(CC1)CC1=CC=C(C=C1)C1=NNC(N1)=O)CCC1=CC=CC=C1 3-(4-((4-(ethoxymethyl)-4-phenethylpiperidin-1-yl)methyl)phenyl)-1H-1,2,4-triazol-5(4H)-one